N-((3-chloro-2,4-difluorophenyl)(5-fluoro-6-(trifluoromethyl)pyridin-3-yl)methyl)-2-methylpropane-2-sulfinamide ClC=1C(=C(C=CC1F)C(NS(=O)C(C)(C)C)C=1C=NC(=C(C1)F)C(F)(F)F)F